N(=NC(C(=O)NCCO)(C)C)C(C(=O)NCCO)(C)C 2,2'-azobis[2-methyl-N-(2-hydroxyethyl)-propionamide]